FC(C1=NC(=NO1)C1=CC=CC=2NC3=CC=CC=C3C12)(F)F 4-[5-(trifluoromethyl)-1,2,4-oxadiazol-3-yl]carbazol